C(CCCCCCCCCCCCCCC)C(C)P([O-])([O-])=O 2-hexadecyl-2-ethyl-phosphonate